sodium N-lauryl-β-Iminodipropionate CCCCCCCCCCCCN(CCC(=O)[O-])CCC(=O)[O-].[Na+].[Na+]